CC1=C(C(NC(=C1)C)=O)CNC(=O)C=1C=C(C=C(C1C)N(C1CCOCC1)CC)C1=C(C=CC=C1)C N-((4,6-dimethyl-2-oxo-1,2-dihydropyridin-3-yl)methyl)-5-(ethyl-(tetrahydro-2H-pyran-4-yl)amino)-2',4-dimethyl-[1,1'-biphenyl]-3-carboxamide